(S)-(4-chloro-2-(2-methoxy-7-methylquinoxalin-5-yl)-7,8-dihydrobenzofuro[5,4-d]thiazol-7-yl)methyl (6-methylpyridin-3-yl)carbamate CC1=CC=C(C=N1)NC(OC[C@H]1OC2=C(C1)C1=C(N=C(S1)C1=C3N=CC(=NC3=CC(=C1)C)OC)C(=C2)Cl)=O